methyl 8-(4-(5'-(4-chloro-3-fluorophenyl)-3,3-dimethyl-5',6'-dihydrospiro[cyclobutane-1,7'-pyrrolo[2,3-b]pyrazine]-2'-carbonyl)-3,3-dimethylpiperazin-1-yl)-8-oxooctanoate ClC1=C(C=C(C=C1)N1CC2(C=3C1=NC=C(N3)C(=O)N3C(CN(CC3)C(CCCCCCC(=O)OC)=O)(C)C)CC(C2)(C)C)F